4,5-dichloro-2-(1-hydroxy-1-(piperidin-4-yl)ethyl)phenol ClC1=CC(=C(C=C1Cl)O)C(C)(C1CCNCC1)O